FC1=C(C(=C(C2=C(C(=C(C(=C12)F)F)F)F)F)F)[B-](C1=C(C2=C(C(=C(C(=C2C(=C1F)F)F)F)F)F)F)(C1=C(C2=C(C(=C(C(=C2C(=C1F)F)F)F)F)F)F)C1=C(C2=C(C(=C(C(=C2C(=C1F)F)F)F)F)F)F.C(CCCCCCCCCCCCCCCCC)[NH+](CCCCCCCCCCCCCCCC)C1=C(C=CC=C1)C N-octadecyl-N-hexadecyl-tolylammonium tetrakis(perfluoronaphthalen-2-yl)borate